6-methyl-N-(1-methylcyclopropyl)-5-({3H-spiro[2-benzofuran-1,3'-pyrrolidin]-1'-yl}carbonyl)furo[2,3-d]pyrimidin-4-amine CC1=C(C2=C(N=CN=C2NC2(CC2)C)O1)C(=O)N1CC2(CC1)OCC1=C2C=CC=C1